C1(CC1)CNC(CSC1=CC(=C(C(=C1)Cl)CC1=CC(=C(C=C1)O)C(C)C)Cl)=O N-(cyclopropylmethyl)-2-((3,5-dichloro-4-(4-hydroxy-3-isopropylbenzyl)phenyl)thio)acetamide